C[C@@](C(=O)O)(CC(C)C)N1C([C@@H](CC1)N)=O.COC([C@H](CC(C)C)N1C([C@@H](CC1)N)=O)=O (S)-2-((R)-3-amino-2-oxopyrrolidin-1-yl)-4-methylpentanoic acid methyl ester (methyl (S)-2-((R)-3-amino-2-oxopyrrolidin-yl)-4-methylpentanoate)